(4-(4-(difluoromethyl)phenoxy)benzoyl)glycine FC(C1=CC=C(OC2=CC=C(C(=O)NCC(=O)O)C=C2)C=C1)F